NC1=C2C(=NC=N1)N(N=C2C2=CC=C(C=C2)CC=2C(=C(C(=O)N)C=C(C2)Cl)OC)C2CCCC2 [4-(4-Amino-1-cyclopentyl-pyrazolo[3,4-d]pyrimidin-3-yl)phenylmethyl]-5-chloro-2-methoxy-benzamide